ClC1=C(C=C2CCC(C2=C1)NC)C=1SN=C2C1N=CN(C2=O)CC2(CCN(CC2)C(CC(C(F)F)N2N=C(C=C2)F)=O)O 3-(6-chloro-1-(methylamino)-2,3-dihydro-1H-inden-5-yl)-6-((1-(4,4-difluoro-3-(3-fluoro-1H-pyrazol-1-yl)butyryl)-4-hydroxypiperidin-4-yl)methyl)isothiazolo[4,3-d]pyrimidin-7(6H)-one